ClC1=C(C=CC=C1COC1=NC(=C(C(=N1)OC)CN[C@@H](CO)C(=O)O)OC)C1=CC=CC=C1 ((2-((2-chloro-[1,1'-biphenyl]-3-yl)methoxy)-4,6-dimethoxypyrimidin-5-yl)methyl)-L-serine